CN1C(CCCC1)=O methyl-2-oxopiperidin